ClC1=C(C=C(C=C1)C(C(O)O)=O)F 1-(4-chloro-3-fluorophenyl)-2,2-dihydroxyethan-1-one